1,3-di(methoxymethyl)-4,5-dimethoxy-2-imidazolidinone COCN1C(N(C(C1OC)OC)COC)=O